(S)-methyl 5-fluoro-4-(5-(2-hydroxypropan-2-yl)-1-methyl-1H-1,2,4-triazol-3-yl)-2-((1,1,1-trifluoropropan-2-yl)oxy)benzoate FC=1C(=CC(=C(C(=O)OC)C1)O[C@H](C(F)(F)F)C)C1=NN(C(=N1)C(C)(C)O)C